2-(6-(4-(5-(benzyloxy)-6-methylpyrimidine-4-carbonyl)piperazin-1-yl)-2-bromo-5-ethyl-7-oxopyrazolo[1,5-a]pyrimidin-4(7H)-yl)-N-(2-chloro-4-(trifluoromethyl)phenyl)acetamide C(C1=CC=CC=C1)OC=1C(=NC=NC1C)C(=O)N1CCN(CC1)C1=C(N(C=2N(C1=O)N=C(C2)Br)CC(=O)NC2=C(C=C(C=C2)C(F)(F)F)Cl)CC